2,2',2'',2'''-((2S,5S,8S,11S)-2,5,8,11-tetraisopropyl-1,4,7,10-tetraazacyclododecane-1,4,7,10-tetrayl)tetraacetic acid C(C)(C)[C@@H]1N(C[C@@H](N(C[C@@H](N(C[C@@H](N(C1)CC(=O)O)C(C)C)CC(=O)O)C(C)C)CC(=O)O)C(C)C)CC(=O)O